2-(4,5-Dichloro-6-oxopyridazin-1(6H)-yl)-N-(4-methyl-3-(N-methyl-N-(2-(pyridin-2-yl)ethyl)sulfamoyl)phenyl)acetamide ClC=1C=NN(C(C1Cl)=O)CC(=O)NC1=CC(=C(C=C1)C)S(N(CCC1=NC=CC=C1)C)(=O)=O